6-(5-chloro-2-fluorophenyl)-N-[(2,4-dimethoxyphenyl)methyl]-3-methanesulfonyl-pyridazin-4-amine ClC=1C=CC(=C(C1)C1=CC(=C(N=N1)S(=O)(=O)C)NCC1=C(C=C(C=C1)OC)OC)F